1-(5-(naphthalen-1-yl)furan-2-yl)ethan-1-one C1(=CC=CC2=CC=CC=C12)C1=CC=C(O1)C(C)=O